C1(CC1)N1C=C(C(C2=CC(=C(N=C12)C=1C=C2CCN(C2=CC1)CC=1C(=NC(=NC1)N)N)F)=O)C(=O)O 1-cyclopropyl-7-(1-((2,4-diaminopyrimidin-5-yl)methyl)indolin-5-yl)-6-fluoro-4-oxo-1,4-dihydro-1,8-naphthyridine-3-carboxylic acid